ClC1=C(C(=C(C=C1OC)OC)Cl)N1N=C(C=CC1=O)B1OC(C(O1)(C)C)(C)C 2-(2,6-dichloro-3,5-dimethoxyphenyl)-6-(4,4,5,5-tetramethyl-1,3,2-dioxaborolan-2-yl)pyridazin-3(2H)-one